C1(CC1)C=1N=NC=CC1C1=NC(=NO1)[C@@H]1C(C12CCN(CC2)S(=O)(=O)N)(F)F (2R)-2-[5-(3-cyclopropylpyridazin-4-yl)-1,2,4-oxadiazol-3-yl]-1,1-difluoro-6-azaspiro[2.5]octane-6-sulfonamide